Cl[C@@H](C(=O)OC)CC methyl (R)-2-chlorobutyrate